4-((2-(1H-pyrazol-4-yl)ethyl)amino)-N-(1-(6-fluoropyridin-2-yl)ethyl)-5,6-dimethylpyrimidine-2-carboxamide N1N=CC(=C1)CCNC1=NC(=NC(=C1C)C)C(=O)NC(C)C1=NC(=CC=C1)F